CN1C=C(C(C2=CC=CC=C12)=O)CN([C@@H]1CN(CCC1)C=1C(=NC=CC1)[N+](=O)[O-])CC1=CC(=NC=C1)C 1-methyl-3-({[(2-methylpyridin-4-yl)methyl][(3s)-1-(2-nitropyridin-3-yl)piperidin-3-yl]amino}methyl)-1,4-dihydroquinolin-4-one